(S)-(1-(6-acetamido-4-(3'-chloro-5-fluoro-2-methoxy-4'-(3-methyl-2-oxo-2,3-dihydro-1H-imidazol-1-yl)-[1,1'-biphenyl]-3-yl)pyridin-2-yl)pyrrolidin-3-yl)carbamic acid tert-butyl ester C(C)(C)(C)OC(N[C@@H]1CN(CC1)C1=NC(=CC(=C1)C=1C(=C(C=C(C1)F)C1=CC(=C(C=C1)N1C(N(C=C1)C)=O)Cl)OC)NC(C)=O)=O